2-chloro-2-(3-chlorophenyl)-N,N-dimethylethan-1-amine ClC(CN(C)C)C1=CC(=CC=C1)Cl